diethynyladamantane C(#C)C1C2(CC3CC(CC1C3)C2)C#C